ClC1=CC=CC=2N1N=C(C2)[C@H]2N(CCC1=C2N=CN1)C(=O)C=1OC(=NN1)C1(CC1)C (S)-(4-(7-chloropyrazolo[1,5-a]pyridin-2-yl)-6,7-dihydro-1H-imidazo[4,5-c]pyridin-5(4H)-yl)(5-(1-methylcyclopropyl)-1,3,4-oxadiazol-2-yl)methanone